benzyl-piperidine-4-carboxylic acid methyl ester COC(=O)C1CCN(CC1)CC1=CC=CC=C1